Butyl 4-((6-(trifluoromethyl) 1H-benzo[d]imidazol-2-yl)methyl)piperazine-1-carboxylate FC(C=1C=CC2=C(NC(=N2)CN2CCN(CC2)C(=O)OCCCC)C1)(F)F